(E)-5-(2-ferrocenyl-2-(2,4-dimethoxyphenyl)vinyl)-1,3-dimethoxybenzene [C-]1(C=CC=C1)\C(=C/C=1C=C(C=C(C1)OC)OC)\C1=C(C=C(C=C1)OC)OC.[CH-]1C=CC=C1.[Fe+2]